5-(4-bromo-2-(2-((tert-butyldimethylsilyl)oxy)ethyl)-phenyl)-1H-pyrazol-3-ol BrC1=CC(=C(C=C1)C1=CC(=NN1)O)CCO[Si](C)(C)C(C)(C)C